o-(p-Isocyanatobenzyl)phenyl isocyanate C1=CC=C(C(=C1)CC2=CC=C(C=C2)N=C=O)N=C=O